C(C)OC=1C(=NC(=C(C1)N1[C@@H](CN(CC1)C(=O)N1C=CC2=CC=CC(=C12)C(F)(F)F)CC)C(=O)N[C@H]1CN(CC1)C)C=1C=NC=CC1 ethoxy-5-[(2R)-2-ethyl-4-[7-(trifluoromethyl)-1H-indole-1-carbonyl]piperazin-1-yl]-N-[(3R)-1-methylpyrrolidin-3-yl]-[2,3'-bipyridine]-6-carboxamide